Ethyl 3-fluoro-2-(6-methylpyridin-3-yl)-5-nitrobenzoate FC=1C(=C(C(=O)OCC)C=C(C1)[N+](=O)[O-])C=1C=NC(=CC1)C